CNC(=O)[C@@H]1[C@@H](NCC1)C (2S,3S)-N,2-Dimethylpyrrolidine-3-carboxamide